NC=1C=C(C=C(C(=O)O)C1)C(=O)O 5-Aminoisophthalic acid